4-amino-1-((6aR,8R,9aS)-2,2,4,4-tetraisopropyltetrahydro-6H-thieno[3,2-f][1,3,5,2,4]trioxadisilocin-8-yl)-1,3,5-triazin-2(1H)-one NC1=NC(N(C=N1)[C@H]1C[C@@H]2O[Si](O[Si](OC[C@H]2S1)(C(C)C)C(C)C)(C(C)C)C(C)C)=O